C(C)N1[C@@H]([C@H](CC1)C1=CC=2C(=NC=CC2NC=2C=CC3=C(N=CS3)C2)S1)C N-(2-((2R,3S)-1-ethyl-2-methylpyrrolidin-3-yl)thieno[2,3-b]pyridin-4-yl)benzo[d]thiazol-5-amine